3-bromo-6-(difluoromethyl)-2-hydroxypyridine BrC=1C(=NC(=CC1)C(F)F)O